OC=1C=CC2=C(CC(NCC2)=O)C1 8-hydroxy-1,3,4,5-tetrahydro-2H-benzo[d]azepin-2-one